C(#N)C1=C(SC(=C1)C)N1C(=C(C=C1C)C(=O)NC1=NC2=C(N1)C=C(C=C2)OC)C 1-(3-cyano-5-methylthiophene-2-yl)-N-(6-methoxy-1H-benzo[d]imidazole-2-yl)-2,5-dimethyl-1H-pyrrole-3-carboxamide